tert-butyl N-(tert-butoxycarbonyl)-N-{4-[7-(1,4-dioxan-2-ylmethyl)-4-oxo-1H,5H,6H,7H-pyrrolo[3,2-c]pyridin-2-yl]pyrimidin-2-yl}carbamate C(C)(C)(C)OC(=O)N(C(OC(C)(C)C)=O)C1=NC=CC(=N1)C1=CC=2C(NCC(C2N1)CC1OCCOC1)=O